(R)-6-methyl-5-((1-methyl-6-(pyrimidin-5-ylamino)-1H-pyrazolo-[3,4-d]pyrimidin-3-yl)amino)-N-(2-(3-methylpyrrolidin-1-yl)ethyl)nicotinamide CC1=NC=C(C(=O)NCCN2C[C@@H](CC2)C)C=C1NC1=NN(C2=NC(=NC=C21)NC=2C=NC=NC2)C